(3E)-6-hydroxy-3-hexenylnonanyloxymethyl ether OC(CCC(CCOCOCOCCC(CCC(CCC)O)C=CCCCC)C=CCCCC)CCC